C1(=CC=CC=C1)NC1=NC=CC(=N1)NC1=C(C(=O)N)C=CC=C1 2-{[2-(Phenylamino)pyrimidin-4-yl]amino}benzamide